N-(3-fluoro-4-((2-(1-methyl-1H-imidazol-4-yl)thieno[3,2-b]pyridin-7-yl)oxy)phenyl)-5-(4-fluorophenyl)-6-oxo-2,3,5,6-tetrahydrofuro[3,2-c]pyridine-7-carboxamide FC=1C=C(C=CC1OC1=C2C(=NC=C1)C=C(S2)C=2N=CN(C2)C)NC(=O)C2=C1C(=CN(C2=O)C2=CC=C(C=C2)F)CCO1